CC1(OC2=C(C1)C=CC=C2OCC(=O)NC=2SC1=C(N2)C(=C(C(=C1)F)F)F)C 2-((2,2-Dimethyl-2,3-dihydrobenzofuran-7-yl)oxy)-N-(4,5,6-trifluorobenzo[d]thiazol-2-yl)acetamide